6-chloro-2-(4-bromophenyl)-5-(2-methoxyphenoxy)pyrimidin-4-amine ClC1=C(C(=NC(=N1)C1=CC=C(C=C1)Br)N)OC1=C(C=CC=C1)OC